2-[(4-tert-butyl-2-fluoro-5-hydroxy-phenyl)methyl]-N-(3,3,3-trifluoropropyl)-1H-benzimidazole-5-carboxamide C(C)(C)(C)C1=CC(=C(C=C1O)CC1=NC2=C(N1)C=CC(=C2)C(=O)NCCC(F)(F)F)F